1-(5-(4-methyl-5-oxo-4,5-dihydro-1,2,4-oxadiazol-3-yl)pyridin-2-yl)-1H-pyrazole-4-carbaldehyde CN1C(=NOC1=O)C=1C=CC(=NC1)N1N=CC(=C1)C=O